C1=CC=CC=2C3=CC=CC=C3C(C12)COC(=O)N[C@@H](CC=1N=NC=CC1)C(=O)O N-{[(9H-fluoren-9-yl)methoxy]carbonyl}-3-pyridazin-3-yl-L-alanine